C(CC(=O)C)(=O)O.C(CC(=O)C)(=O)O.C(C(C)C)OCC(C)C diisobutyl oxide diacetoacetate